2-acrylamido-4-(4,4-difluoropiperidin-1-yl)-N-(3-(3,5-dimethoxyphenethyl)-1H-pyrazol-5-yl)benzamide C(C=C)(=O)NC1=C(C(=O)NC2=CC(=NN2)CCC2=CC(=CC(=C2)OC)OC)C=CC(=C1)N1CCC(CC1)(F)F